Cl.FC1(CCC(CC1)NCC[C@@H]1[C@@H](CCC1)OC1=C(C=CC(=C1)C)S(=O)(=O)N1[C@@H](CCC1)C(=O)O)F |o1:11,12| ((2-(((1R*,2R*)-2-(2-((4,4-difluorocyclohexyl)amino)ethyl)cyclopentyl)oxy)-4-methylphenyl)sulfonyl)-L-proline hydrochloride